FC1=C(C=CC(=C1OC)F)C1=CC(=C(C=C1)OC)NC1=NC=NC2=CC(=C(C=C12)OC1CCN(CC1)C(C=C)=O)OC 1-(4-((4-((2',4'-difluoro-3',4-dimethoxy-[1,1'-biphenyl]-3-yl)amino)-7-methoxy-quinazolin-6-yl)oxy)piperidin-1-yl)prop-2-en-1-one